3-(8-((2,4-dimethoxybenzyl)amino)-[1,2,4]triazolo[1,5-a]pyrazin-6-yl)benzonitrile COC1=C(CNC=2C=3N(C=C(N2)C=2C=C(C#N)C=CC2)N=CN3)C=CC(=C1)OC